C(C)(C)OC1(C(C(=O)O)C=CC=C1)O.C(C=1C(O)=CC=CC1)(=O)O salicylate (2-isopropoxy 2-hydroxy benzoate)